C1(=CC=CC=C1)C1=CC=C(\C=C/2\C(=O)OCC2(C)C)C=C1 (E)-2-p-phenylbenzylidene-3,3-dimethylbutyrolactone